CC1=NN(C2=NC(=CN=C21)N2CC1(CC2)CN(CC1)C=1C=NC(=NC1)C(F)(F)F)CC(F)(F)F 2-[3-methyl-1-(2,2,2-trifluoroethyl)-1H-pyrazolo[3,4-b]pyrazin-6-yl]-7-[2-(trifluoromethyl)pyrimidin-5-yl]-2,7-diazaspiro[4.4]nonane